2,2-dimethylbutyraldehyde CC(C=O)(CC)C